FC(C1=CC=C(C=C1)N1[Se]C2=C(C1=O)C=CC=C2)(F)F 2-(4-trifluoromethylphenyl)-1,2-benzisoselenazol-3-one